FC(C=1C=C(C=CC1)B1OC(C)(C)C(C)(C)O1)(F)F 3-trifluoromethylphenyl-boronic acid pinacol ester